(3S,4S)-3-fluoro-2,2,6,6-tetramethylpiperidin F[C@@H]1C(NC(CC1)(C)C)(C)C